N-(5-((6-((S)-3-(3-chloro-2-fluorobenzyl)-isoxazolidine-2-yl)pyrimidine-4-yl)amino)-2-((2-(dimethylamino)ethyl)(methyl)amino)-4-methoxyphenyl)acrylamide ClC=1C(=C(C[C@@H]2N(OCC2)C2=CC(=NC=N2)NC=2C(=CC(=C(C2)NC(C=C)=O)N(C)CCN(C)C)OC)C=CC1)F